The molecule is a member of biphenyls, a member of monochlorobenzenes and a pyridinecarboxamide. It derives from a boscalid. CC1C(C(C(C(O1)OC2=CC(=C(C=C2)NC(=O)C3=C(N=CC=C3)Cl)C4=CC=C(C=C4)Cl)C(=O)O)O)O